(R)-3-(1-aminoethyl)benzonitrile hydrochloride Cl.N[C@H](C)C=1C=C(C#N)C=CC1